(S)-1-(5-(5-(difluoromethoxy)-6-methoxypyridin-3-yl)pyrazolo[1,5-A]pyridin-2-yl)-3-(1-hydroxy-3-methylbutan-2-yl)urea FC(OC=1C=C(C=NC1OC)C1=CC=2N(C=C1)N=C(C2)NC(=O)N[C@H](CO)C(C)C)F